N1(CCC1)C1=NC2=CC(=CC=C2C=C1)CC[C@@H]1[C@H]([C@@H]([C@H](C1)OCC1=CC=CC=C1)F)O[Si](C1=CC=CC=C1)(C1=CC=CC=C1)C(C)(C)C 2-(azetidin-1-yl)-7-{2-[(1S,2R,3R,4S)-4-(benzyloxy)-2-[(tert-butyldiphenylsilyl)oxy]-3-fluorocyclopentyl]ethyl}quinoline